tert-butyl 4-(2-chloropyrimidin-5-yl)-3,3-dimethyl-2,6-dihydropyridine-1-carboxylate ClC1=NC=C(C=N1)C=1C(CN(CC1)C(=O)OC(C)(C)C)(C)C